tert-butyl (1R,5S)-8-(6-benzyl-4-cyano-3-((tetrahydro-1H-pyrrolizin-7a(5H)-yl)methoxy)-5,6,7,8-tetrahydro-2,6-naphthyridin-1-yl)-3,8-diazabicyclo[3.2.1]octane-3-carboxylate C(C1=CC=CC=C1)N1CC=2C(=C(N=C(C2CC1)N1[C@H]2CN(C[C@@H]1CC2)C(=O)OC(C)(C)C)OCC21CCCN1CCC2)C#N